N1=CC(=CC=C1)NC1=NN2C(=NC=CC2=N1)C1=CC(=C(C(=C1)OC)OC)OC N-(pyridin-3-yl)-5-(3,4,5-trimethoxyphenyl)-[1,2,4]triazolo[1,5-c]pyrimidin-2-amine